C(C=1C(O)=CC=CC1)=C(C(C)N=CC=1C(O)=CC=CC1)N 1,N'-bis-salicylidene-1,2-propylenediamine